3'-((2-chloro-6-methyl-5,6,7,8-tetrahydropyrido[4,3-d]pyrimidin-4-yl)oxy)-11',12'-dihydrospiro[azetidine-3,10'-[1,4]diazepino[5',6':4,5]thieno[3,2-f]quinoxalin]-8'(9'H)-one ClC=1N=C(C2=C(N1)CCN(C2)C)OC2=NC=1C=CC3=C(C1N=C2)C2=C(S3)C(NC3(CN2)CNC3)=O